NC(C)(C)C1=CC(=NC(=C1)N1CCC(CC1)(C)C)O[C@H]1[C@@H]2CN(C[C@]12C)C(=O)C1=CC(=NN1C)C=1N=CSC1 |o1:19,20,24| rel-((1R,5S,6S)-6-((4-(2-aminopropan-2-yl)-6-(4,4-dimethylpiperidin-1-yl)pyridin-2-yl)oxy)-1-methyl-3-azabicyclo[3.1.0]hexan-3-yl)(1-methyl-3-(thiazol-4-yl)-1H-pyrazol-5-yl)methanone